N-(2-nitro-8-oxo-5,6,7,8-tetrahydronaphthalen-1-yl)acetamide [N+](=O)([O-])C1=C(C=2C(CCCC2C=C1)=O)NC(C)=O